CN(C)CC1=CC=C(NC(=C2C(NC3=CC(=CC=C23)C(=O)OC)=O)C2=CC=CC=C2)C=C1 Methyl 3-[[4-[(dimethylamino)methyl]anilino]-phenylmethylidene]-2-oxo-1H-indole-6-carboxylate